[Cl-].C(CCCCCCCCCCCCC)[N+](CCC[Si](OC)(OC)OC)(CC)CC tetradecyl-diethyl-(3-trimethoxysilylpropyl)ammonium chloride